N[C@H](C(=O)OCC)CCCCCCCC1=NC=2NCCCC2C=C1 ethyl (S)-2-amino-9-(5,6,7,8-tetrahydro-1,8-naphthyridin-2-yl)nonanoate